Methyl 4-(4,4,5,5-tetramethyl-1,3,2-dioxaborolan-2-yl)benzoate CC1(OB(OC1(C)C)C1=CC=C(C(=O)OC)C=C1)C